O1[C@H]2[C@H](N(CC1)C1=CC=C(N=N1)C1=C(C=C(C=C1C)C)O)CNC2 |r| 2-[6-[rac-(4aR,7aR)-3,4a,5,6,7,7a-hexahydro-2H-pyrrolo[3,4-b][1,4]oxazin-4-yl]pyridazin-3-yl]-3,5-dimethylphenol